C(C1=CC=CC=C1)C=1N(C(C=2NC(=NC2N1)C=1C=NN(C1)CC1=CC(=CC=C1)C(F)(F)F)=O)CCC 2-Benzyl-1-propyl-8-[1-(3-trifluoromethyl-benzyl)-1H-pyrazol-4-yl]-1,7-dihydro-purin-6-one